2-bromo-6-(prop-1-en-2-yl)pyridineAcrylnitril BrC1(NC(=CC=C1)C(=C)C)C=CC#N